N-((1R,3R,5S)-8-((((1r,4S)-4-aminocyclohexyl)methyl)sulfonyl)-8-azabicyclo[3.2.1]octan-3-yl)-5-((1S,2R)-2-fluorocyclopropyl)isoxazole-3-carboxamide NC1CCC(CC1)CS(=O)(=O)N1[C@H]2CC(C[C@@H]1CC2)NC(=O)C2=NOC(=C2)[C@H]2[C@@H](C2)F